C1(=CC(=CC=C1)C1=NC(=NC=C1Cl)NC1CC(CCC1)C(=O)N1CCC(CC1)CCN1CCC(CC1)C1=CC=C(C=C1)NC1C(NC(CC1)=O)=O)C1=CC=CC=C1 3-((4-(1-(2-(1-(3-((4-([1,1'-biphenyl]-3-yl)-5-chloropyrimidin-2-yl)amino)cyclohexane-1-carbonyl)piperidin-4-yl)ethyl)piperidin-4-yl)phenyl)amino)piperidine-2,6-dione